DL-leucine tert-butyl ester C(C)(C)(C)OC([C@@H](N)CC(C)C)=O |r|